(6-(2-methyl-2H-pyrazolo[3,4-b]pyridin-5-yl)thieno[2,3-b]pyridin-2-yl)(1-methyl-3-pyrrolidinyl)methanol CN1N=C2N=CC(=CC2=C1)C1=CC=C2C(=N1)SC(=C2)C(O)C2CN(CC2)C